6-(2-((tert-butyldimethylsilyl)oxy)propan-2-yl)-1-(cyclopropylmethyl)-1H-pyrrolo[2,3-b]pyridine-2-carbaldehyde [Si](C)(C)(C(C)(C)C)OC(C)(C)C1=CC=C2C(=N1)N(C(=C2)C=O)CC2CC2